4-(2,2-difluoro-2,3-dihydro-1H-inden-4-yl)piperazine-1-carboxylic acid tert-butyl ester C(C)(C)(C)OC(=O)N1CCN(CC1)C1=C2CC(CC2=CC=C1)(F)F